CC(C(/C=C/C)=O)=C(C(C)C)C (2E)-5,6,7-trimethyl-2,5-octadien-4-one